N,N'-Bis(3-(tri-methoxysilyl)propyl)ethylenediamine CO[Si](CCCNCCNCCC[Si](OC)(OC)OC)(OC)OC